cis-carbonyl-iridium (III) C(=O)=[Ir+3]